sodium n-butanolate C(CCC)[O-].[Na+]